tert-butyl ((3R,4R)-1-(4,6-difluoro-1H-benzimidazol-2-yl)-4-fluoropiperidin-3-yl)carbamate FC1=CC(=CC=2NC(=NC21)N2C[C@H]([C@@H](CC2)F)NC(OC(C)(C)C)=O)F